OCC1(CC1)CC#N (1-(hydroxymethyl)cyclopropyl)acetonitrile